C(=O)(OC(C)(C)C)N1[C@H](CN(CC1)C(=O)OC(C)(C)C)C(=O)O (R)-1,4-bis-Boc-Piperazine-2-carboxylic acid